N2-Cyclopropyl-N4,N4-dimethylquinazoline-2,4-diamine C1(CC1)NC1=NC2=CC=CC=C2C(=N1)N(C)C